6-(4-(N-methyl-N-(((R)-3-oxo-4-(trifluoromethyl)-3,5,6,7-tetrahydro-2H-cyclopenta[c]pyridazin-7-yl)methyl)-D-alaninyl)piperazin-1-yl)nicotinonitrile CN([C@H](C)C(=O)N1CCN(CC1)C1=NC=C(C#N)C=C1)C[C@H]1CCC=2C1=NNC(C2C(F)(F)F)=O